CN1CC2=C(CC1)N=CS2 5-methyl-4,5,6,7-tetrahydrothiazolo[5,4-c]pyridin